tert-butyl 3-((1-(1-((2-ethynyl-4-(trifluoromethyl)phenyl)amino)-2-methyl-1-oxopropan-2-yl)-1H-pyrazol-4-yl)ethynyl)azetidine-1-carboxylate C(#C)C1=C(C=CC(=C1)C(F)(F)F)NC(C(C)(C)N1N=CC(=C1)C#CC1CN(C1)C(=O)OC(C)(C)C)=O